(R)-5-(2-Hydroxypropan-2-yl)-N'-((3-methyl-1,2,3,5,6,7-hexahydrodicyclopenta[b,e]pyridin-8-yl)carbamoyl)-1-phenyl-1H-pyrazole-3-sulfonimidamide OC(C)(C)C1=CC(=NN1C1=CC=CC=C1)[S@@](=O)(N)=NC(NC1=C2C(=NC3=C1CCC3)C(CC2)C)=O